FC=1C=CC(=NC1)C=1C=C2C(=NC=NC2=C(C1)OC1CCOCC1)NCC=1N=NC(=CC1)C 6-(5-Fluoro-2-pyridinyl)-N-[(6-methylpyridazin-3-yl)methyl]-8-tetrahydropyran-4-yloxy-quinazolin-4-amine